3-(methylsulfonyl)-propionitrile CS(=O)(=O)CCC#N